tert-butyl {3-(3-chloro-2-fluorophenyl)-1-[methoxy(methyl)amino]-1-oxopropan-2-yl}carbamate ClC=1C(=C(C=CC1)CC(C(=O)N(C)OC)NC(OC(C)(C)C)=O)F